C(C(C)(C)C)(=O)NC1=NC=CC=C1SCCC(=O)OCC(CCCC)CC 2-ethylhexyl 3-((2-pivalamidopyridin-3-yl)thio)propanoate